N-(4-Bromopyridin-2-yl)-2-(3,3-difluorocyclopentyl)-2-(4-(2-methyl-2H-tetrazol-5-yl)phenyl)acetamide BrC1=CC(=NC=C1)NC(C(C1=CC=C(C=C1)C=1N=NN(N1)C)C1CC(CC1)(F)F)=O